Stigmastadienone CCC(/C=C/C(C)C1CCC2C1(CCC3C2CCC4=CC(=O)CCC34C)C)C(C)C